2-(Ethoxymethylene)-4,4-difluoro-3-oxobutanoic acid ethyl ester C(C)OC(C(C(C(F)F)=O)=COCC)=O